(Z)-4-ethoxy-N'-hydroxy-3-methoxybenzamidine C(C)OC1=C(C=C(/C(=N/O)/N)C=C1)OC